O=C(CC1=CC(=C(C=C1)C1=CN=C(S1)[C@@H]1CC[C@H](CC1)NC(OC(C)C)=O)S(NCC)(=O)=O)N1CCCCC1 isopropyl trans-N-[4-[5-[4-[2-oxo-2-(piperidin-1-yl)ethyl]-2-(ethyl-sulfamoyl)phenyl]thiazol-2-yl]cyclohexyl]carbamate